3-fluoro-5-(5-((1-methylcyclopropyl)ethynyl)-3,4-dihydroquinolin-1(2H)-yl)pyrido[3,2-e][1,2,4]triazolo[4,3-a]pyrimidine FC1=CC=2C(=NC=3N(C2N=C1)C=NN3)N3CCCC1=C(C=CC=C31)C#CC3(CC3)C